[Br].BrC1(C(NC2=NC=C(C=C21)Br)=O)Br 3,3,5-tribromo-1,3-dihydro-2H-pyrrolo[2,3-b]pyridin-2-one Bromine